C12(CC3CC(CC(C1)C3)C2)CN2N=CC=C2 1-(adamantan-1-ylmethyl)-1H-pyrazol